C(C=C)(=O)OCCCCCC[Si](OC)(OC)CC acryloyloxyhexyl-ethyl-dimethoxysilane